C(C1=CC=CC=C1)OCCN1C(=NC(=C1C=O)Cl)C [2-(benzyloxy)ethyl]-4-chloro-2-methyl-1H-imidazole-5-carbaldehyde